ClC1=[N+](C(=C(C(=C1C1=NOC(=N1)C1=CC(=C(C(=C1)[N+](=O)[O-])O)O)C)Cl)C)[O-] 2,5-DICHLORO-3-(5-(3,4-DIHYDROXY-5-NITROPHENYL)-1,2,4-OXADIAZOL-3-YL)-4,6-DIMETHYLPYRIDINE-1-OXIDE